7-((adamantan-1-yl)amino)-N-(1-(2,6-dioxopiperidin-3-yl)-2-oxo-1,2-dihydrobenzo[cd]indol-6-yl)heptylamide C12(CC3CC(CC(C1)C3)C2)NC(CCCCCC[NH-])C=2C=3C1=C(C(N(C1=CC2)C2C(NC(CC2)=O)=O)=O)C=CC3